1-(4-(2-(3-(4-(tert-butyl)piperazin-1-yl)phenyl)-3-hydroxy-6-methylpyridin-4-yl)-2-methylphenyl)-3-methyl-1,3-dihydro-2H-imidazol-2-one C(C)(C)(C)N1CCN(CC1)C=1C=C(C=CC1)C1=NC(=CC(=C1O)C1=CC(=C(C=C1)N1C(N(C=C1)C)=O)C)C